3-(dichloroacetyl)-5-(2-furyl)-2,2-dimethyl-oxazolidine ClC(C(=O)N1C(OC(C1)C=1OC=CC1)(C)C)Cl